O1CC(CC1)NC=1C=CC=C2CCNCC12 8-((tetrahydrofuran-3-yl)amino)-1,2,3,4-tetrahydroisoquinolin